2,4-diaminomethylcyclohexane NCC1CCCC(C1)CN